C1(CCCCC1)[C@@H](C(=O)N1[C@@H]([C@H]2C([C@H]2C1)(C)C)C(=O)OC)NS(=O)(=O)C(F)(F)F methyl (1R,2S,5S)-3-[(2S)-2-cyclohexyl-2-{[(trifluoromethyl) sulfonyl] amino} acetyl]-6,6-dimethyl-3-azabicyclo[3.1.0]hexane-2-carboxylate